NC=1C2=C(N=CN1)N(C(=C2C2=C(C=CC=1OCOC12)Cl)C#CC1[C@@H]2CN(C[C@H]12)C(C=C)=O)C 1-((1R,5S,6s)-6-((4-amino-5-(5-chlorobenzo[d][1,3]dioxol-4-yl)-7-methyl-7H-pyrrolo[2,3-d]pyrimidin-6-yl)ethynyl)-3-aza-bicyclo[3.1.0]hexan-3-yl)prop-2-en-1-one